dimethyltin dilaurate C(CCCCCCCCCCC)(=O)[O-].C(CCCCCCCCCCC)(=O)[O-].C[Sn+2]C